2-[4-(2-Aminoethyl)-2-oxopiperazin-1-yl]acetic acid NCCN1CC(N(CC1)CC(=O)O)=O